ClC=1C=CC(=C(C1)O)C1=C2C(=C(N=N1)N[C@H]1[C@H](CCCC1)O)C=NC=C2 5-chloro-2-[4-[[(1r,2s)-2-hydroxycyclohexyl]amino]pyrido[3,4-d]pyridazin-1-yl]phenol